6-bromo-4-chloro-7-fluoro-2H-indazol BrC=1C=C(C2=CNN=C2C1F)Cl